C1(=CC=CC=C1)C=1N=CC(=NC1C1=CC=CC=C1)N1C[C@H](CCC1)OCC(=O)O (S)-2-((1-(5,6-diphenylpyrazin-2-yl)piperidin-3-yl)oxy)acetic acid